C(C)OC(=O)C1[C@H]2CN(C[C@@H]12)C(=O)O (1R,5S,6r)-3-azabicyclo[3.1.0]Hexane-3,6-dicarboxylic acid 6-ethyl ester